C1(=CC=C(C=C1)C1=NC=NC(=C1)C1=CC=CC=C1)C1=CC=CC=C1 4-(4-Biphenylyl)-6-phenylpyrimidine